sodium p-sulfobenzene S(=O)(=O)(O)C1=CC=CC=C1.[Na]